C1(CCCCCC1)CC=1NC(N(N1)C)=O 5-(cycloheptylmethyl)-2-methyl-2,4-dihydro-3H-1,2,4-triazol-3-one